NC=1C=NC2=CC=CC=C2C1 3-aminoquinoline